C1(CCCCC1)C(=O)N1CCC(CC1)OC1=CC=C(C=C1)[N+](=O)[O-] cyclohexyl-(4-(4-nitrophenoxy)piperidin-1-yl)methanone